OC1=CC=C(C=C1)C1(C(OC=CC1O)=O)O (4-hydroxyphenyl)-3,4-dihydroxy-2(3H)-pyrone